F[C@H]1CN(CC[C@H]1NC1=C2C=C(N(C2=CC=C1)CC(F)(F)F)C1=NOC(=N1)CNC(=O)C1=CN(C=C1)CCO)C N-{[3-(4-{[(3S,4R)-3-fluoro-1-methylpiperidin-4-yl]amino}-1-(2,2,2-trifluoroethyl)-1H-indol-2-yl)-1,2,4-oxadiazol-5-yl]methyl}-1-(2-hydroxyethyl)-1H-pyrrole-3-carboxamide